FC(C(=O)O)(F)F.FC(OC1=CC=C(C=C1)C1=CC=C(C=C1)NC=1N=NNC1C(=O)O)(F)F 4-((4'-(trifluoromethoxy)-[1,1'-biphenyl]-4-yl)amino)-1H-1,2,3-triazole-5-carboxylic acid 2,2,2-trifluoroacetate